5-(difluoromethyl)thiophen FC(C1=CC=CS1)F